5-bromo-2-fluoro-4-methoxy-N-(1H-pyrazol-5-yl)benzamide BrC=1C(=CC(=C(C(=O)NC2=CC=NN2)C1)F)OC